FC=1C=C(C=C(C1)OC)C1=NC=C(C=N1)CO (2-(3-fluoro-5-methoxyphenyl)pyrimidin-5-yl)Methanol